N1(CCNCC1)CCNC(=O)NC1=CC=C(C=C1)OC1CC(C1)N1CCCCC1 1-(2-(piperazin-1-yl)ethyl)-3-(4-(3-(piperidin-1-yl)cyclobutoxy)phenyl)urea